C1(=CC=CC=C1)C1=NC(N=C1C1=CC=CC=C1)=O 4,5-diphenyl-imidazolone